4-((4-aminophenyl)methyl)-3-methoxyphenylbenzenamine NC1=CC=C(C=C1)CC1=C(C=C(C=C1)C1=C(C=CC=C1)N)OC